Methyl (1r,4r)-4-((tert-butoxycarbonyl)(2-(6-chloro-6'-cyano-2'-fluoro-3'-(((S)-tetrahydrofuran-2-yl)methoxy)-[1,1'-biphenyl]-3-yl)-2-phenylethyl)amino)cyclohexane-1-carboxylate C(C)(C)(C)OC(=O)N(C1CCC(CC1)C(=O)OC)CC(C1=CC=CC=C1)C=1C=C(C(=CC1)Cl)C1=C(C(=CC=C1C#N)OC[C@H]1OCCC1)F